4-(3-(3-amino-3-methyl-2-oxoindolin-1-yl)-4-fluorobenzyl)phthalazin-1(2H)-one NC1(C(N(C2=CC=CC=C12)C=1C=C(CC2=NNC(C3=CC=CC=C23)=O)C=CC1F)=O)C